C1(CC1)C(CNC1=NN2C(C=N1)=C(C=C2)C=2C=C1C(=NC2)N=C(N1C(C)C)C)(F)F N-(2-cyclopropyl-2,2-difluoroethyl)-5-(1-isopropyl-2-methyl-1H-imidazo[4,5-b]pyridin-6-yl)pyrrolo[2,1-f][1,2,4]triazin-2-amine